N-(4-(4-Methylpiperazin-1-yl)phenyl)-2-oxo-4-(quinoxalin-6-ylamino)-1,2-dihydropyridine-3-carboxamide CN1CCN(CC1)C1=CC=C(C=C1)NC(=O)C=1C(NC=CC1NC=1C=C2N=CC=NC2=CC1)=O